ClC1=C(OCCCSCC=2NC(NC2)=O)C=CC=C1 4-[(2-Chlorophenoxypropylthio)methyl]1,3-dihydro-imidazol-2-one